N-((5-(2-((8-fluoro-2-methylquinazolin-4-yl)thio)acetyl)thiophen-2-yl)methyl)pivalamide FC=1C=CC=C2C(=NC(=NC12)C)SCC(=O)C1=CC=C(S1)CNC(C(C)(C)C)=O